2-((S)-1-Acryloyl-4-((S)-7-(6-methoxyindolin-1-yl)-2-(((S)-1-methylpyrrolidin-2-yl)methoxy)-5,6,7,8-tetrahydroquinazolin-4-yl)piperazin-2-yl)acetonitrile C(C=C)(=O)N1[C@H](CN(CC1)C1=NC(=NC=2C[C@H](CCC12)N1CCC2=CC=C(C=C12)OC)OC[C@H]1N(CCC1)C)CC#N